aluminium Copper [Cu].[Al]